BrC=1N=C(C=2N(C1)N=C(N2)CC2=NC=CC=C2Cl)N(CC2=CC=C(C=C2)OC)CC2=CC=C(C=C2)OC 6-bromo-2-((3-chloropyridin-2-yl)methyl)-N,N-bis(4-methoxybenzyl)-[1,2,4]triazolo[1,5-a]pyrazin-8-amine